COC([C@@H](NC(CCCCCN)=O)CCCCN)=O (6-aminocaproyl)-L-lysine methyl ester